2-Cyclopropylethyl-3-[4-(2-thienyl)phenyl]-2,4,6(1H,3H,5H)-pyrimidinetrione C1(CC1)CCN1C(N(C(CC1=O)=O)C1=CC=C(C=C1)C=1SC=CC1)=O